ClC1=C(C=CC=C1)C=1CCCC2=C(C1C1=C(C=CC(=C1)O[C@H]1CN(CC1)CCCF)C)C=CC(=C2)C(=O)O (R)-8-(2-chlorophenyl)-9-(5-((1-(3-fluoropropyl)pyrrolidin-3-yl)oxy)-2-methylphenyl)-6,7-dihydro-5H-benzo[7]annulene-3-carboxylic acid